CC1=NC(=CC(=C1)C=1NC2=CC=C(C=C2C1C(C)C)C1CCN(CC1)CC(=O)NCC(C)(C)C)C 2-(4-(2-(2,6-dimethylpyridin-4-yl)-3-isopropyl-1H-indol-5-yl)piperidin-1-yl)-N-neopentyl-acetamide